CC=1N=CSC1C1=CC=C(C=C1)C1(N(CCC1)C)C(=O)N 4-(4-methyl-1,3-thiazol-5-yl)phenyl(methyl)pyrrolidine-2-carboxamide